C(C)(C)(C)N(C(O)=O)C1C(CC(CC1)N)F.OC=1C(C=CC1)C=1C=C(C=C(C1)N1N=C2C(=N1)C=CC=C2)C2C=CC=C2 2-(2'-hydroxy-3',5'-dicyclopentadienylphenyl)benzotriazole tert-butyl-(4-amino-2-fluorocyclohexyl)carbamate